trans-4-((4-(2-Cyclopropyloxazol-4-yl)pyridine-2-yl)((trans-4-(5-methoxy-6-methylpyridin-2-yl)cyclohexyl)methyl) carbamoyl)cyclohexyl carbamate C(N)(O[C@@H]1CC[C@H](CC1)C(N(C[C@@H]1CC[C@H](CC1)C1=NC(=C(C=C1)OC)C)C1=NC=CC(=C1)C=1N=C(OC1)C1CC1)=O)=O